O=C1CC[C@H](N1)CN(C(OC(C)(C)C)=O)[C@@H]1CCCC2=CC(=CC=C12)B1OC(C(O1)(C)C)(C)C tert-butyl (((S)-5-oxopyrrolidin-2-yl)methyl)((R)-6-(4,4,5,5-tetramethyl-1,3,2-dioxaborolan-2-yl)-1,2,3,4-tetrahydronaphthalen-1-yl)carbamate